5-amino-N,N-dimethyl-nicotinamide NC=1C=NC=C(C(=O)N(C)C)C1